COCC1=C(N=CC=2NC3=CC=C(C=C3C21)OCC2=CC=NC=C2)C(=O)OCC Ethyl 4-(methoxymethyl)-6-(pyridin-4-ylmethoxy)-9H-pyrido[3,4-b]indole-3-carboxylate